phenyl (2S,3S)-3-amino-3-(4-chlorophenyl)-2-methylpropanoate hydrochloride Cl.N[C@@H]([C@@H](C(=O)OC1=CC=CC=C1)C)C1=CC=C(C=C1)Cl